FC=1C(=NC(=NC1)NC=1N=NC(=CC1)N1CCN(CC1)C)C1=CC2=C(N=C3COCC(N32)C)C(=C1)F N-(5-fluoro-4-(9-fluoro-4-methyl-3,4-dihydro-1H-benzo[4,5]imidazo[2,1-c][1,4]oxazin-7-yl)pyrimidin-2-yl)-6-(4-methylpiperazin-1-yl)pyridazin-3-amin